O=C1N(CCC(N1)=O)N1C(C2=CC=C(C=C2C1=O)CN1CCC(CC1)C1=CC=NC2=CC(=CC=C12)F)=O 2-(2,4-dioxotetrahydropyrimidin-1(2H)-yl)-5-((4-(7-fluoroquinolin-4-yl)piperidin-1-yl)methyl)isoindoline-1,3-dione